N-(6-(1-cyanospiro[2.2]pentan-1-yl)isoquinolin-3-yl)-6-oxaspiro[2.5]octane-1-carboxamide C(#N)C1(CC12CC2)C=2C=C1C=C(N=CC1=CC2)NC(=O)C2CC21CCOCC1